8-bromo-7-(2,4-difluorophenyl)-[1,2,4]triazolo[4,3-c]pyrimidin-5-amine BrC=1C=2N(C(=NC1C1=C(C=C(C=C1)F)F)N)C=NN2